palladium(II) dichlorid [Pd](Cl)Cl